N,N'-bis(p-ethoxyphenyl)-1,4-xylylenediamine C(C)OC1=CC=C(C=C1)NCC1=CC=C(C=C1)CNC1=CC=C(C=C1)OCC